lithium fluorosulfimide salt FS=N.[Li]